BrC1=CC=2C(C3=CC(=CC=C3C2C=C1)Br)(C1=CC2=CC=C(C=C2C=C1)OCC1=CC=C(C=C1)C=C)C1=CC2=CC=C(C=C2C=C1)OCC1=CC=C(C=C1)C=C 2,7-dibromo-9,9-bis(6-((4-vinylbenzyl)oxy)naphthalen-2-yl)-9H-fluorene